2,6-bisFluorobenzyl bromide FC1=C(CBr)C(=CC=C1)F